COC(C1=C(N=C(C(=C1CC(C)C)C=1SCCN1)C(F)(F)F)C(F)F)=O.C(C1=CN=CC=C1)(=O)O.S1C=NC=C1 thiazole nicotinate methyl-2-difluoromethyl-5-(4,5-dihydro-1,3-thiazol-2-yl)-4-isobutyl-6-trifluoromethyl-nicotinate